ClC1=CC(=C(C=C1)C1=C(C(=NC(=N1)N1C[C@H](O[C@H](C1)C=1C=NN(C1)C1CC1)C1CC1)C(=O)OCC)C1OCCO1)F ethyl 6-(4-chloro-2-fluoro-phenyl)-2-[(2R,6S)-2-cyclopropyl-6-(1-cyclopropylpyrazol-4-yl)morpholin-4-yl]-5-(1,3-dioxolan-2-yl)pyrimidine-4-carboxylate